C(CCCCCCCCC(=O)OC)(=O)OC Decanedioic acid, dimethyl ester